C(#N)C=1C=NN(C1)C1=CC=C(C(=O)O)C=C1 4-(4-cyano-1H-pyrazol-1-yl)benzoic acid